ClC=1C=C(C=C(C1OC=1C=C2C(=NNC2=CC1)C)Cl)N1N=C(C(NC1=O)=O)C#N (3,5-dichloro-4-((3-methyl-1H-indazol-5-yl)oxy)phenyl)-3,5-dioxo-2,3,4,5-tetrahydro-1,2,4-triazine-6-carbonitrile